2,2-dimethyl-3-phenyl-propionitrile CC(C#N)(CC1=CC=CC=C1)C